N-[8-[4-[3-[4-[(2,6-dioxo-3-piperidyl)amino]phenyl]propyl]piperazin-1-yl]-8-oxo-octyl]-5-[rac-(2R)-2-(2,5-difluorophenyl)pyrrolidin-1-yl]pyrazolo[1,5-a]pyrimidine-3-carboxamide O=C1NC(CCC1NC1=CC=C(C=C1)CCCN1CCN(CC1)C(CCCCCCCNC(=O)C=1C=NN2C1N=C(C=C2)N2[C@H](CCC2)C2=C(C=CC(=C2)F)F)=O)=O |r|